methyl 6-(2-(benzo[d]oxazol-2-ylamino)-4-(2-chlorophenyl)-6-methyl-1,4-dihydropyrimidine-5-carboxamido)picolinate O1C(=NC2=C1C=CC=C2)NC=2NC(=C(C(N2)C2=C(C=CC=C2)Cl)C(=O)NC2=CC=CC(=N2)C(=O)OC)C